N6-((R)-2-amino-4,4-dimethylpentanoyl)-N2-methyl-L-lysine N[C@@H](C(=O)NCCCC[C@H](NC)C(=O)O)CC(C)(C)C